CC1=C(C(=NC=C1)O[C@H]1CN([C@@H](CC1)C)C(=O)C1=C(C=CC(=C1)C)N1N=CC=N1)C#N 4-methyl-2-{[(3R,6R)-6-methyl-1-{[5-methyl-2-(2H-1,2,3-triazol-2-yl)phenyl]carbonyl}piperidin-3-yl]oxy}pyridine-3-carbonitrile